CC1CN(C1)C(=O)OC1CCC(CC1)C(N(CC12CCC(CC1)(CC2)C2=CC(=C(C=C2)OC)C)C2=NC=CC(=C2)C=2C=NN(C2)C(C)C)=O 4-((4-(1-Isopropyl-1H-pyrazol-4-yl)pyridin-2-yl)((4-(4-methoxy-3-methylphenyl)bicyclo[2.2.2]octan-1-yl)methyl)carbamoyl)cyclohexyl trans-3-methylazetidine-1-carboxylate